ClC=1C=CC(=C2C(C(=C(NC12)NC1=C(C=C(C=C1)Br)Br)C(CC(C)C)=O)=O)[N+](=O)[O-] 8-chloro-2-((2,4-dibromophenyl)amino)-3-(3-methylbutanoyl)-5-nitroquinolin-4(1H)-one